BrC1=CN=CC=2N=C(N=C(C21)N2CCC1(CCN(C1)C(=O)OC(C)(C)C)CC2)C2=CC=NC=C2 tert-Butyl 8-(5-bromo-2-(pyridin-4-yl) pyrido[3,4-d]pyrimidin-4-yl)-2,8-diazaspiro[4.5]decane-2-carboxylate